(R)-N-(1-(4-Ethynylphenyl)piperidin-3-yl)-6-morpholinopyrimidin-4-amine C(#C)C1=CC=C(C=C1)N1C[C@@H](CCC1)NC1=NC=NC(=C1)N1CCOCC1